(R)-3-fluoro-N'-((1,2,3,5,6,7-hexahydro-dicyclopenta[b,e]pyridin-8-yl)carbamoyl)-5-(2-hydroxypropan-2-yl)thiophene-2-sulfonimidamide FC1=C(SC(=C1)C(C)(C)O)[S@@](=O)(N)=NC(NC1=C2C(=NC3=C1CCC3)CCC2)=O